OC(CCCCCCCCCCC(=O)O)CCC(CCCCCCCCC)O 12,15-Dihydroxytetracosanoic acid